methyl 2-amino-1-methyl-1H-1,3-benzodiazole-5-carboxylate NC1=NC2=C(N1C)C=CC(=C2)C(=O)OC